OC=1C(=NC=CC1OC)C(=O)N[C@H](C(=O)OC(C(C)N1C=CC2=C(C=CC(=C12)Br)F)C)C [2-(7-bromo-4-fluoro-indol-1-yl)-1-methyl-propyl] (2S)-2-[(3-hydroxy-4-methoxy-pyridine-2-carbonyl) amino]propanoate